CO[Si](CCC[N+](C)(CCCCCCCCCC)CCCCCCCCCC)(OC)OC 3-(trimethoxysilyl)propyldidecylmethylammonium